FC=1C=C(C=CC1)C1OC(=C(C1=O)OC(C)=O)N 2-(3-fluorophenyl)-4-(acetoxy)-5-amino-3(2H)-furanone